C(C)C1=C(C(=C(C(=O)O)OC)CCCCCC)C=CC=C1.COC1=CC=C(C=CC(=O)OC(CCCCC)CC)C=C1 ethylhexyl p-methoxycinnamate (ethylhexyl methoxycinnamate)